4-(7-acetylimidazo[1,2-a]pyridin-3-yl)-N-cyclopropyl-2-(difluoromethoxy)-6-methoxy-benzamide C(C)(=O)C1=CC=2N(C=C1)C(=CN2)C2=CC(=C(C(=O)NC1CC1)C(=C2)OC)OC(F)F